NC1CCC(CC1)C(CC)C1CCC(CC1)N 1,1-bis(4-aminocyclohexyl)-propane